BenzylAzide C(C1=CC=CC=C1)N=[N+]=[N-]